isocyanatonitrogen phosphorus silicon [Si].[P].N(=C=O)[N]